(R)-6-amino-4-cyclopropyl-7-(3-hydroxy-2,6-dimethylphenyl)-2-methyl-7H-pyrrolo[2,3-d]pyrimidine-5-carboxamide NC1=C(C2=C(N=C(N=C2C2CC2)C)N1C1=C(C(=CC=C1C)O)C)C(=O)N